2-(4-cyclopropoxypyridin-2-yl)acetic acid C1(CC1)OC1=CC(=NC=C1)CC(=O)O